CON(C(=O)C(CC(C)C)NC(OC(C)(C)C)=O)C tert-butyl N-[1-[methoxy(methyl)carbamoyl]-3-methylbutyl]carbamate